5-[1-(2-aminoethyl)-2,3-dihydro-1H-isoindol-2-yl]-4-(trifluoromethyl)-2-[[2-(trimethylsilyl)ethoxy]methyl]-2,3-dihydropyridazin-3-one NCCC1N(CC2=CC=CC=C12)C1=C(C(N(N=C1)COCC[Si](C)(C)C)=O)C(F)(F)F